C(C)C=1C=CC=C2C=CC=C(C12)C=1N=C(C2=C(N1)CNCC2)N (8-ethylnaphthalen-1-yl)-5,6,7,8-tetrahydropyrido[3,4-d]pyrimidin-4-amine